calcium (L)-5-methyltetrahydrofolate CN1C=2C(NC(=NC2NCC1CNC1=CC=C(C(N[C@@H](CCC(=O)[O-])C(=O)O)=O)C=C1)N)=O.[Ca+2].CN1C=2C(NC(=NC2NCC1CNC1=CC=C(C(N[C@@H](CCC(=O)[O-])C(=O)O)=O)C=C1)N)=O